C(C=C)(=O)N1C[C@@H](N(CC1)C=1C2=C(N(C(N1)=O)C=1C(=NC=CC1SC)C(C)C)N=C(C(=C2)F)C2=C(C=CC=C2F)F)C (S)-4-(4-acryloyl-2-methylpiperazin-1-yl)-7-(2,6-difluorophenyl)-6-fluoro-1-(2-isopropyl-4-(methylthio)pyridin-3-yl)pyrido[2,3-d]pyrimidin-2(1H)-one